tert-Butyl (S)-4-(2-fluoro-4-((4-(3-phenylisoxazolidin-2-yl)-5-(trifluoromethyl)pyrimidine-2-yl)amino)phenyl)piperidine-1-carboxylate FC1=C(C=CC(=C1)NC1=NC=C(C(=N1)N1OCC[C@H]1C1=CC=CC=C1)C(F)(F)F)C1CCN(CC1)C(=O)OC(C)(C)C